3-(5-methyl-1H-pyrazol-3-yl)propionic acid CC1=CC(=NN1)CCC(=O)O